C1(=C2N(C=N1)CCC2)C(C(NC=2SC=CN2)=O)N2CC1=C(C=C(C=C1C2=O)C2=CC=C(C=C2)N2CC1(C2)CC(C1)C(=O)O[Li])F [2-[4-[2-[1-(6,7-dihydro-5H-pyrrolo[1,2-c]imidazol-1-yl)-2-oxo-2-(thiazol-2-ylamino)ethyl]-7-fluoro-3-oxo-isoindol-5-yl]phenyl]-2-azaspiro[3.3]heptane-6-carbonyl]oxylithium